ClC=1C=C2C(=CC1)NC(C21CCN(CC1)CCOC1=CC=C(C=C1)S(=O)(=NC)C)=O 5-chloro-1'-(2-{4-[methyl(methylimino)oxo-λ6-sulfanyl]phenoxy}ethyl)-1,2-dihydrospiro[indole-3,4'-piperidin]-2-one